Methanesulfonic acid 3-[2-bromo-3-fluoro-4-(4-methyl-6-oxo-4,5-dihydro-1H-pyridazin-3-yl) phenoxy]-2,2-Difluoropropyl ester BrC1=C(OCC(COS(=O)(=O)C)(F)F)C=CC(=C1F)C1=NNC(CC1C)=O